1-[1-[4-(trifluoromethyl)phenyl]ethyl]piperazine FC(C1=CC=C(C=C1)C(C)N1CCNCC1)(F)F